C(C)(C)(C)OC(=O)N1[C@@H](C[C@H](CC1)N1N=CC=2C(=NC=3C(=C(C(=CC3C21)Cl)C2=C(C(=CC=C2)C)C(F)(F)F)F)SC)CC#N (2s,4s)-4-(8-chloro-6-fluoro-7-(3-methyl-2-(trifluoromethyl)phenyl)-4-(methylthio)-1H-pyrazolo[4,3-c]Quinolin-1-yl)-2-(cyanomethyl)piperidine-1-carboxylic acid tert-butyl ester